NC=1C(N(C2=C(N1)SC=C2C#N)C2=CC=C1C=CN(C1=C2)C2=CC=CC=C2)=O 3-amino-2-oxo-1-(1-phenyl-1H-indol-6-yl)-1,2-dihydrothieno[2,3-b]pyrazine-7-carbonitrile